(3S)-1-[[4-[4-[3-[5-[[tert-butoxycarbonyl(methyl)amino]methyl]-6-methoxy-2-pyridyl]-2-chloro-phenyl]-3-chloro-2-pyridyl]-2-methoxy-phenyl]methyl]pyrrolidine-3-carboxylic acid C(C)(C)(C)OC(=O)N(C)CC=1C=CC(=NC1OC)C=1C(=C(C=CC1)C1=C(C(=NC=C1)C1=CC(=C(C=C1)CN1C[C@H](CC1)C(=O)O)OC)Cl)Cl